8-[(tert-butoxycarbonylamino)methyl]-6-methyl-imidazo-[1,2-a]pyrazine-2-carboxylic acid C(C)(C)(C)OC(=O)NCC=1C=2N(C=C(N1)C)C=C(N2)C(=O)O